5-((2-(2-aminoethoxy)ethyl)amino)-N-(4,5-dimethylthiazol-2-yl)-2-methylbenzamide NCCOCCNC=1C=CC(=C(C(=O)NC=2SC(=C(N2)C)C)C1)C